6-chloro-2-(2-(trifluoromethyl)phenyl)-1H-pyrrolo[2,3-b]pyridine-1-carboxylic acid tert-butyl ester C(C)(C)(C)OC(=O)N1C(=CC=2C1=NC(=CC2)Cl)C2=C(C=CC=C2)C(F)(F)F